tert-butyl-5-bromo-2-chloro-4-methoxypyridine C(C)(C)(C)C=1C(=NC=C(C1OC)Br)Cl